(S)-4-(2-((dimethoxyphosphoryl)amino)-1-((methylsulfonyl)oxy)-2-oxoethyl)phenyl methanesulfonate CS(=O)(=O)OC1=CC=C(C=C1)[C@@H](C(=O)NP(=O)(OC)OC)OS(=O)(=O)C